OC1=C(C=CC=C1)C(CC1=C(C=CC=C1)O)C1=C(C=CC=C1)O 1,1,2-tris-(hydroxyphenyl)ethane